benzyl N-(3-azabicyclo[3.1.1]hept-1-ylmethyl)-N-methyl-carbamate C12(CNCC(C1)C2)CN(C(OCC2=CC=CC=C2)=O)C